N-(6-chloro-1-(3-(3-hydroxyphenyl)prop-2-yn-1-yl)-3-methyl-2,4-dioxo-1,2,3,4-tetrahydropyrimidin-5-yl)ethenesulfonamide ClC1=C(C(N(C(N1CC#CC1=CC(=CC=C1)O)=O)C)=O)NS(=O)(=O)C=C